FC1(CN(CC[C@H]1N1C(N(C=2C=NC=3C=CC(=CC3C21)C=2C=NC(=CC2)OC[2H])C)=O)C)F |r| (R/S)-1-(3,3-difluoro-1-methylpiperidin-4-yl)-8-(6-(deutero-methoxy)pyridin-3-yl)-3-methyl-1,3-dihydro-2H-imidazo[4,5-c]quinolin-2-one